N-(3-chloro-4-cyanophenyl)-5-cyano-2-(methylsulfonyl)benzamide ClC=1C=C(C=CC1C#N)NC(C1=C(C=CC(=C1)C#N)S(=O)(=O)C)=O